FC(OC1=CC=C(C=N1)NC(=O)C=1C=NN2C1C(N(C=C2C)C2=C(C=CC=C2)OCC(F)(F)F)=O)F N-[6-(difluoromethoxy)pyridin-3-yl]-7-methyl-4-oxo-5-[2-(2,2,2-trifluoroethoxy)phenyl]-4,5-dihydropyrazolo[1,5-a]pyrazine-3-carboxamide